C(CCCCCC(=O)OCC(CO)(COC(CCCCCC(OCCC\C=C/CCCCC)=O)=O)COC(CCCCCC(=O)OCCC\C=C/CCCCC)=O)(=O)OCCC\C=C/CCCCC O7-[2,2-bis[[7-[(Z)-dec-4-enoxy]-7-oxo-heptanoyl]oxymethyl]-3-hydroxy-propyl] O1-[(Z)-dec-4-enyl] heptanedioate